COC1=CC=C(CN(S(=O)(=O)C2CC2)C2=CC(=NC=C2)C2(COCC2)NC(OC(C)(C)C)=O)C=C1 tert-butyl (3-(4-(N-(4-methoxybenzyl)cyclopropanesulfonamido)pyridin-2-yl)tetrahydrofuran-3-yl)carbamate